FC1=C(C(=CC=C1)F)N1N=CC=C(C1=O)C(=O)NC1=C(C2=C(N(C(=N2)C(C)C)C)C=C1)N1C[C@H](CC1)NC(OC(C)(C)C)=O tert-butyl (S)-(1-(5-(2-(2,6-difluorophenyl)-3-oxo-2,3-dihydropyridazine-4-carboxamido)-2-isopropyl-1-methyl-1H-benzo[d]imidazol-4-yl)pyrrolidin-3-yl)carbamate